C(C)(C)(C)NS(=O)(=O)C1=NC(=CC=C1N[C@H](C)C=1C=C(C=C2C(C(=C(OC12)C=1C=NN(C1)C(F)F)C)=O)C)Cl N-tert-Butyl-6-chloro-3-[[(1R)-1-[2-[1-(difluoromethyl)pyrazol-4-yl]-3,6-dimethyl-4-oxo-chromen-8-yl]ethyl]amino]pyridine-2-sulfonamide